The molecule is a monounsaturated fatty aldehyde that is octanal which has undergone formal dehydrogenation to give a double bond between positions 5 and 6. It is a monounsaturated fatty aldehyde and a volatile organic compound. CC/C=C/CCCC=O